Br.N1C=NC(=C1)CCNC(CC(=O)NCCC=1N=CNC1)=O N,N'-bis[2-(1H-imidazol-4-yl)ethyl]propanediamide hydrobromide